NC1=NC=C(C2=C1C(=NN2C)C2=CC(=C(C=C2)NS(=O)(=O)C(F)F)O[C@@H](C)C2=CC=C(C=C2)F)C=2C=NC(=CC2)N2CCOCC2 (S)-N-(4-(4-amino-1-methyl-7-(6-morpholinopyridin-3-yl)-1H-pyrazolo[4,3-c]pyridin-3-yl)-2-(1-(4-fluorophenyl)ethoxy)phenyl)-1,1-difluoromethanesulfonamide